C1(=CC=CC=C1)C1=CC=CC(=N1)C(=O)NCC1=NOC(C1)C(=O)N 3-((6-phenylpicolinamido)methyl)-4,5-dihydroisoxazole-5-carboxamide